(S)-5-bromo-7-((2-(trifluoromethyl)pyrrolidin-1-yl)methyl)benzofuran-3-carboxylic acid ethyl ester C(C)OC(=O)C1=COC2=C1C=C(C=C2CN2[C@@H](CCC2)C(F)(F)F)Br